tri(benzenesulfonic acid) trisodium salt [Na+].[Na+].[Na+].C1(=CC=CC=C1)S(=O)(=O)[O-].C1(=CC=CC=C1)S(=O)(=O)[O-].C1(=CC=CC=C1)S(=O)(=O)[O-]